N-(1-hydroxypropan-2-yl)-6-(4-methylphenyl)-3-oxo-2-(pyridin-3-yl)-2,3-dihydropyridazine-4-carboxamide OCC(C)NC(=O)C=1C(N(N=C(C1)C1=CC=C(C=C1)C)C=1C=NC=CC1)=O